OC[C@H]1[C@@H](C1)NC(=O)C1CNCC1 N-((1R,2R)-2-(Hydroxymethyl)cyclopropyl)pyrrolidin-3-carboxamid